1-(1-(3-bromo-2-fluorophenyl)-3-methyl-1H-1,2,4-triazol-5-yl)-N-methylmethanamine BrC=1C(=C(C=CC1)N1N=C(N=C1CNC)C)F